CC\C=C\C Trans-3-Pentene